1-(4-(4-((3,3-dimethylbutyl)sulfonyl)phenyl)-2-methylbut-3-yn-2-yl)-3-(3-methylquinuclidin-3-yl)urea CC(CCS(=O)(=O)C1=CC=C(C=C1)C#CC(C)(C)NC(=O)NC1(CN2CCC1CC2)C)(C)C